tert-butyl (R)-3-(4-(1H-benzo[d]imidazol-1-yl)-N-(2-bromothieno[3,2-c]pyridin-4-yl)-2-fluorobenzamido)piperidine-1-carboxylate N1(C=NC2=C1C=CC=C2)C2=CC(=C(C(=O)N(C1=NC=CC3=C1C=C(S3)Br)[C@H]3CN(CCC3)C(=O)OC(C)(C)C)C=C2)F